N-tert-butyloxyCarbonyl-1,2,5,6-tetrahydropyridine-4-boronic acid pinacol ester C(C)(C)(C)OC(=O)N1CC=C(CC1)B1OC(C)(C)C(C)(C)O1